O=C1N(CCC(N1)=O)CC1=CC=C(C=C1)C1CCN(CC1)C(CCCCCCCNC(=O)C=1C=NN2C1N=C(C=C2)N2[C@H](CCC2)C2=C(C=CC(=C2)F)F)=O |r| N-[8-[4-[4-[(2,4-dioxohexahydropyrimidin-1-yl)methyl]phenyl]-1-piperidyl]-8-oxo-octyl]-5-[rac-(2R)-2-(2,5-difluorophenyl)pyrrolidin-1-yl]pyrazolo[1,5-a]pyrimidine-3-carboxamide